C1(CC1)C1=C(N=C(C(=N1)CN1CCC2(CN(C(O2)=O)C2=CC=C(C=C2)S(=O)(=O)O)CC1)OCC)C1=CC=C(C=C1)F 4-(8-((6-cyclopropyl-3-ethoxy-5-(4-fluorophenyl)pyrazin-2-yl)methyl)-2-oxo-1-oxa-3,8-diazaspiro[4.5]decan-3-yl)benzenesulfonic acid